potassium bistrimethylsilane C[SiH](C)C.C[SiH](C)C.[K]